[3-(3-fluoroanilino)-1-(2,2,2-trifluoroethyl)pyrazolo[4,3-c]pyridin-6-yl]-(4-hydroxy-4-methyl-1-piperidyl)methanone FC=1C=C(NC2=NN(C3=C2C=NC(=C3)C(=O)N3CCC(CC3)(C)O)CC(F)(F)F)C=CC1